2-(4-(2-((7-methoxy-[1,2,4]-triazolo[1,5-a]-pyridin-2-yl)-amino)-2-oxo-ethyl)phenoxy)-nicotinamide COC1=CC=2N(C=C1)N=C(N2)NC(CC2=CC=C(OC1=C(C(=O)N)C=CC=N1)C=C2)=O